COC1=CC=C(C=C1)CC(=O)NC (4-methoxyphenyl)-N-methylacetamide